N-(4-(5-(difluoromethyl)-1,3,4-oxadiazol-2-yl)-2-fluorobenzyl)-N-(p-tolyl)methanesulfonamide FC(C1=NN=C(O1)C1=CC(=C(CN(S(=O)(=O)C)C2=CC=C(C=C2)C)C=C1)F)F